ethyl 2-(3-fluoro-5-(2-(3-fluoroazetidin-1-yl)ethyl)-2-oxopyridin-1(2H)-yl)-4-methylpentanoate FC=1C(N(C=C(C1)CCN1CC(C1)F)C(C(=O)OCC)CC(C)C)=O